NCC1=CC=C(C=C1)N1CCN(CC1)C(=O)OC(C)(C)C tert-butyl 4-(4-(aminomethyl)phenyl)piperazine-1-carboxylate